C(C)(C)(C)C=1C=C(C=C(C1O)C)CCC(=O)OC methyl 3-(3-tert-butyl-4-hydroxy-5-methylphenyl)-propionate